6-{4-[5-(1,3-dioxolan-2-yl)pyridin-2-yl]-2,3-dihydroindol-1-yl}-3-(1-isopropyl-1,2,3-triazol-4-yl)-N-[(4-methoxyphenyl)methyl]-N-methylimidazo[1,2-b]pyridazin-8-amine O1C(OCC1)C=1C=CC(=NC1)C1=C2CCN(C2=CC=C1)C=1C=C(C=2N(N1)C(=CN2)C=2N=NN(C2)C(C)C)N(C)CC2=CC=C(C=C2)OC